(2R)-2-(6-{5-chloro-2-[(propan-2-yl)amino]pyrimidin-4-yl}-1-oxo-2,3-dihydro-1H-isoindol-2-yl)-3-hydroxy-N-[(1R)-1-(3-methoxyphenyl)ethyl]propionamide ClC=1C(=NC(=NC1)NC(C)C)C1=CC=C2CN(C(C2=C1)=O)[C@@H](C(=O)N[C@H](C)C1=CC(=CC=C1)OC)CO